5-hexylundec-4-en-1-ol C(CCCCC)C(=CCCCO)CCCCCC